C(CC)C(C)N(CC)CC propyl-triethylamine